OC1=CC=C(C=C1)C(=C(CC)C1=CC=C(C=C1)O)C1=CC=C(C=C1)N1CCN(CC1)CC=1C=C2CN(C(C2=C(C1)F)=O)C1C(NC(CC1)=O)=O 3-(5-((4-(4-(1,2-bis(4-hydroxyphenyl)but-1-en-1-yl)phenyl)piperazin-1-yl)methyl)-7-fluoro-1-oxoisoindolin-2-yl)piperidine-2,6-dione